BrC=1C=C(OCC(CN(C)CC2=CC(=C(C=C2)OCCN2CCC(CC2)C)OC)O)C=CC1C 1-(3-bromo-4-methylphenoxy)-3-((3-methoxy-4-(2-(4-methylpiperidin-1-yl)ethoxy)benzyl)(methyl)amino)propan-2-ol